CC1=C(C=O)C=CC(=C1)NC1=CC=C(C=C1)N1CCC(CC1)C(F)(F)F 2-methyl-4-((4-(4-(trifluoromethyl)piperidin-1-yl)phenyl)amino)benzaldehyde